2-[4-(4,4,5,5-tetramethyl-1,3,2-dioxaborolan-2-yl)pyrazol-1-yl]ethanol CC1(OB(OC1(C)C)C=1C=NN(C1)CCO)C